(E)-2,2'-(undec-5-ene-1,11-diylbis(oxy))bis(tetrahydro-2H-pyran) C(CCC\C=C\CCCCCOC1OCCCC1)OC1OCCCC1